C(=O)C1=CN=C(O1)[C@H](CCC)NC(OC(C)(C)C)=O (s)-TERT-BUTYL 1-(5-FORMYLOXAZOL-2-YL)BUTYLCARBAMATE